ClC1=C(C#N)C(=CC=N1)NC1=CC2=C(N(C(N2CC(C(C)(C)O)C)=O)C)C=C1 2-chloro-4-((3-(3-hydroxy-2,3-dimethylbutyl)-1-methyl-2-oxo-2,3-dihydro-1H-benzo[d]imidazol-5-yl)amino)nicotinonitrile